6-(((2-(2,6-dioxopiperidin-3-yl)-1-oxoisoindolin-5-yl)methyl)amino)-2-azabicyclo[2.2.1]heptane-2-carboxylate O=C1NC(CCC1N1C(C2=CC=C(C=C2C1)CNC1CC2CN(C1C2)C(=O)[O-])=O)=O